C(#N)[C@@H](C)NC1=CC(=NC=C1C1=CC(=NO1)C1CCC(CC1)CCOC1OCCCC1)N1N=CC=2C1=NC=C(C2)C#N 1-(4-(((R)-1-cyanoethyl)amino)-5-(3-((1r,4R)-4-(2-((tetrahydro-2H-pyran-2-yl)oxy)ethyl)cyclohexyl)isoxazol-5-yl)pyridin-2-yl)-1H-pyrazolo[3,4-b]pyridine-5-carbonitrile